tert-butyl 4-(7-((2-hydroxyphenyl)amino)-1-methyl-6,7-dihydro-5H-benzo[c][1,2,3]triazolo[1,5-a]azepin-9-yl)-3,6-dihydropyridine-1(2H)-carboxylate OC1=C(C=CC=C1)NC1C2=C(C=3N(CC1)N=NC3C)C=CC(=C2)C=2CCN(CC2)C(=O)OC(C)(C)C